C[C@]12CC(CC(CC1)(N2)C)N(C=2SC=1N=C(N=CC1N2)C=2C=C1C(N=C(O1)C)=C(C2)C#N)C 6-(2-{[(1R)-1,5-dimethyl-8-azabicyclo[3.2.1]octan-3-yl](methyl)amino}[1,3]thiazolo[5,4-d]pyrimidin-5-yl)-2-methyl-1,3-benzoxazole-4-carbonitrile